(4R)-N-{(1S)-1-cyano-2-[(3S)-2-oxopyrrolidin-3-yl]ethyl}-5,5,5-trifluoro-N2-{[2-(trifluoromethyl)-1,3-thiazol-4-yl]carbonyl}-L-leucinamide C(#N)[C@H](C[C@H]1C(NCC1)=O)NC([C@@H](NC(=O)C=1N=C(SC1)C(F)(F)F)C[C@@H](C)C(F)(F)F)=O